N[C@H]1C[C@H](CC1)OC1=C(C=CC=C1)C1=CC(=NN1)NC=1N=CC(=NC1)C#N 5-((5-(2-(((1S,3R)-3-Aminocyclopentyl)oxy)phenyl)-1H-pyrazol-3-yl)amino)pyrazine-2-carbonitrile